P(O)(=O)(Br)Br dibromophosphoric acid